benzyl 2,4-dimethylbenzoate dihydrochloride Cl.Cl.CC1=C(C(=O)OCC2=CC=CC=C2)C=CC(=C1)C